7-fluoro-6-(4,4,5,5-tetramethyl-1,3,2-dioxaborolan-2-yl)-1H-indole FC=1C(=CC=C2C=CNC12)B1OC(C(O1)(C)C)(C)C